NC=1N(C2=C3N=NC=CC3=CC=C2C1C#N)C1=C(C(=CC=C1C)OC)C 4-amino-3-(3-methoxy-2,6-xylyl)-3,12,13-triazatricyclo[7.4.0.02,6]trideca-1,4,6,8,10,12-hexaene-5-carbonitrile